4-(((3-amino-6-(8-chloroquinolin-6-yl)-5-phenylpyrazin-2-yl)amino)methyl)pyrrolidin-2-one NC=1C(=NC(=C(N1)C1=CC=CC=C1)C=1C=C2C=CC=NC2=C(C1)Cl)NCC1CC(NC1)=O